2-fluoropyrazolo[1,5-a]pyridine-3-carbonitrile FC1=NN2C(C=CC=C2)=C1C#N